C1(CC1)C1=CC=C(C=C1)CC(=O)N[C@H](C)C=1C=C2C(=CN1)N(N=C2)C2=CC=C(C=C2)F (R)-2-(4-cyclopropylphenyl)-N-(1-(1-(4-fluorophenyl)-1H-pyrazolo[3,4-c]pyridin-5-yl)ethyl)acetamide